COC1=C(C=CC(=N1)C1=CC=C(N=N1)N(C1CC2CCC(C1)N2)C)C=2C=NNC2 N-[6-[6-methoxy-5-(1H-pyrazol-4-yl)pyridin-2-yl]pyridazin-3-yl]-N-methyl-8-azabicyclo[3.2.1]octan-3-amine